5-fluoro-N-(5-fluoro-1H-indol-3-yl)-6-(hydroxymethyl)-1-methylindole-3-carboxamide FC=1C=C2C(=CN(C2=CC1CO)C)C(=O)NC1=CNC2=CC=C(C=C12)F